N-(4-chloroquinolin-3-yl)-2-ethoxyacetamide ClC1=C(C=NC2=CC=CC=C12)NC(COCC)=O